4-oxo-2-sulfo-thiazolidineacetic acid O=C1NC(SC1)(CC(=O)O)S(=O)(=O)O